isopropyl (S)-(4-(5-(2-(N-(tert-butyl)sulfamoyl)-4-(3-(1-phenylethyl)ureido)phenyl)thiazol-2-yl)bicyclo[2.2.2]octan-1-yl)carbamate C(C)(C)(C)NS(=O)(=O)C1=C(C=CC(=C1)NC(=O)N[C@@H](C)C1=CC=CC=C1)C1=CN=C(S1)C12CCC(CC1)(CC2)NC(OC(C)C)=O